7-(benzyloxy)-1-(4-chlorophenyl)-6-(methoxycarbonyl)-1H-pyrazolo[4,3-c]pyridine 5-oxide C(C1=CC=CC=C1)OC=1C2=C(C=[N+](C1C(=O)OC)[O-])C=NN2C2=CC=C(C=C2)Cl